C(#N)C1=C2C=CN(C2=CC=C1)C1=CC(=NC(=C1)C1=CC=C(C=C1)OC1=CC=C(C=C1)F)C(=O)N 4-(4-cyano-1H-indol-1-yl)-6-(4-(4-fluorophenoxy)phenyl)picolinamide